F[P-](F)(F)(F)(F)F.C(C)C=1NC=C[N+]1C ethyl-3-methylimidazolium hexafluorophosphate